CC(=O)C1=C(C(=CC=C1)OC)O ortho-acetovanillone